N-[6-(5-chloro-1,3-benzoxazol-2-yl)spiro[3.3]heptan-2-yl]-2-(methylsulfonimidoyl)pyridine ClC=1C=CC2=C(N=C(O2)C2CC3(CC(C3)N3C(C=CC=C3)S(=O)(=N)C)C2)C1